N-(2-((2S,3S)-1,2-dimethylpyrrolidin-3-yl)thieno[2,3-b]pyridin-4-yl)benzo[d]thiazol-5-amine CN1[C@H]([C@H](CC1)C1=CC=2C(=NC=CC2NC=2C=CC3=C(N=CS3)C2)S1)C